N[C@@H](CC(C)C)C(=O)OC(C)(C)C tert-butyl leucinate